O[C@@H]1C[C@H](N(C1)C(=O)OC(C)(C)C)C(=O)OCC 1-(tert-butyl) 2-ethyl (2S,4R)-4-hydroxypyrrolidine-1,2-dicarboxylate